BrC=1C=NC=2CCN(CC2C1)C1=NC=NC2=CC=C(C=C12)C 4-(3-bromo-7,8-dihydro-1,6-naphthyridin-6(5H)-yl)-6-methylquinazoline